OC1=C(C=CC(=C1)C(F)(F)F)C1=NN(C(=N1)C1=C(C=CC=C1)O)C1=C(C(=O)C2=CC=CC=C2)C=CC(=C1)OC (3-(2-hydroxy-4-(trifluoromethyl)phenyl)-5-(2-hydroxyphenyl)-1H-1,2,4-triazole-1-yl)-4-methoxybenzophenone